(1S,3S)-3-((2-methyl-6-(1-methyl-5-((((2,2,3,3,3-pentafluoropropoxy)carbonyl)amino)methyl)-1H-1,2,3-triazol-4-yl)pyridin-3-yl)oxy)cyclohexane-1-carboxylic acid CC1=NC(=CC=C1O[C@@H]1C[C@H](CCC1)C(=O)O)C=1N=NN(C1CNC(=O)OCC(C(F)(F)F)(F)F)C